6-bromo-5-methoxy-1-phenyl-1H-benzo[d]imidazole BrC=1C(=CC2=C(N(C=N2)C2=CC=CC=C2)C1)OC